3,10-dimethoxybenzo[b]naphthalene COC1=CC=2C(=C(C3=CC=CC=C3C2)OC)C=C1